1,4-bis((E)-2-(pyridin-4-yl)vinyl)benzene N1=CC=C(C=C1)/C=C/C1=CC=C(C=C1)\C=C\C1=CC=NC=C1